COC(NC1=CC=C2C3=CNC([C@H](CCCCCCC2=C1)NC(\C=C\C1=C(C=CC(=C1)Cl)N1N=NN=C1)=O)=N3)=O {(S)-14-[(E)-3-(5-Chloro-2-tetrazol-1-yl-phenyl)-acryloylamino]-16,18-diaza-tricyclo[13.2.1.02,7]octadeca-1(17),2,4,6,15(18)-pentaen-5-yl}-carbamic Acid methyl ester